(2R,6R)-4-(8-ethynyl-5-quinolinyl)-6-methyl-morpholine-2-carboxylic acid methyl ester COC(=O)[C@H]1CN(C[C@H](O1)C)C1=C2C=CC=NC2=C(C=C1)C#C